1-{3-fluoro-4-[6-methoxy-7-(3-piperidin-1-yl-propoxy)quinolin-4-oxy]phenyl}-3-[(4-methylbenzyl)sulfonyl]urea FC=1C=C(C=CC1OC1=CC=NC2=CC(=C(C=C12)OC)OCCCN1CCCCC1)NC(=O)NS(=O)(=O)CC1=CC=C(C=C1)C